C(C=C)C1=C2C(=CN=CC2=CC=C1)N 5-allylisoquinolin-4-amine